C(C)(=O)C1=CC=C(C=C1)CCNC(OC(C)(C)C)=O tert-butyl (4-acetylphenyl)ethylcarbamate